4-(3,3-dimethoxy-1-(methoxycarbonyl)cyclobutyl)-7-fluoro-8-(2,3,5-trifluorophenyl)quinoline-3-carboxylic acid ethyl ester C(C)OC(=O)C=1C=NC2=C(C(=CC=C2C1C1(CC(C1)(OC)OC)C(=O)OC)F)C1=C(C(=CC(=C1)F)F)F